C1(CC1)N1CCN(CC1)C1CCN(CC1)C=1C(=CC2=C(C(C=3NC4=CC(=CC=C4C3C2=O)C#C[Si](C)(C)C)(C)C)C1)CC 8-(4-(4-cyclopropylpiperazin-1-yl)piperidin-1-yl)-9-ethyl-6,6-dimethyl-3-((trimethylsilyl)ethynyl)-5,6-dihydro-11H-benzo[b]carbazol-11-one